BrC1=CC=C(C=C1)C=1N=NN(C1)CC1=NC=C(C(=O)OC)C=C1F methyl 6-((4-(4-bromophenyl)-1H-1,2,3-triazol-1-yl)methyl)-5-fluoronicotinate